BrC1=CC(N(C=C1)CCCCC(=O)OCC1=CC=CC=C1)=O Benzyl (3-(4-bromo-2-oxopyridin-1(2H)-yl)propyl)(methyl)carboxylate